FC(CN1N=CC=2C(=CC=CC12)N)F 1-(2,2-difluoroethyl)-1H-indazol-4-amine